(R)-N-(4-((3-((1-hydroxyprop-2-yl)amino)-1H-pyrazolo[3,4-b]pyridin-4-yl)oxy)phenyl)-2-oxo-1-phenyl-2,4,5,6-tetrahydro-1H-pyrrolo[1,2-b]pyrazole-3-carboxamide OC[C@@H](C)NC1=NNC2=NC=CC(=C21)OC2=CC=C(C=C2)NC(=O)C2=C1N(N(C2=O)C2=CC=CC=C2)CCC1